NCC1=NNC(C2=CC=C(C=C12)C=1C=NC=C(C1)C1COCCC1)=O 4-(aminomethyl)-6-(5-(tetrahydro-2H-pyran-3-yl)pyridin-3-yl)phthalazin-1(2H)-one